FCCCCOC1CCC2=CC=C(C=C12)NC(C=C)=O N-(3-(4-fluorobutoxy)-2,3-dihydro-1H-inden-5-yl)acrylamide